C1(CC1)N1C(C(=CC2=C1N=C(N=C2)NC2=C(C=C(C=C2)N2CCN(CC2)C)OC)C)=O 8-cyclopropyl-2-((2-methoxy-4-(4-methylpiperazin-1-yl)phenyl)amino)-6-methylpyrido[2,3-d]pyrimidin-7(8H)-one